[Si](C)(C)(C(C)(C)C)[C@@]1(C[C@H](OCC2=C(C=CC=C2)[N+](=O)[O-])[C@@H](CO)O1)N1C(=O)NC(=O)C(C)=C1 tert-butyldimethylsilyl-3'-O-(2-nitrobenzyl)thymidine